P(=O)(OCC1=CC=CS1)([O-])[O-] thenyl Phosphate